DL-glucose O=C[C@H](O)[C@@H](O)[C@H](O)[C@H](O)CO |r|